O1N=C(C2=C1C=CC=C2)C2=C(C=CC=C2)[C@H](CC2=NC(=CC=C2)Br)NC(OC(C)(C)C)=O tert-butyl (S)-{1-[2-(benzo[d]isoxazol-3-yl)phenyl]-2-(6-bromopyridine-2-yl)ethyl}carbamate